NC1=NC=CC(=C1F)C1=NNC2=NC(=CN=C21)N2CCC1(CC2)[C@@H](C2=CC=CC=C2C1)N (S)-1'-(3-(2-amino-3-fluoropyridin-4-yl)-1H-pyrazolo[3,4-b]pyrazin-6-yl)-1,3-dihydrospiro[inden-2,4'-piperidin]-1-amine